C(C)(=O)N1CCN(CC1)C[C@@H](C(=O)N1CCN(CC1)C=1C2=C(N=CN1)[C@@H](C[C@H]2C)O)C2=CC(=C(C=C2)OC(F)(F)F)F (S)-3-(4-acetylpiperazin-1-yl)-2-(3-fluoro-4-(trifluoromethoxy)phenyl)-1-(4-((5R,7R)-7-hydroxy-5-methyl-6,7-dihydro-5H-cyclopenta[d]pyrimidin-4-yl)piperazin-1-yl)propan-1-one